COC(=O)C1=CC=C2CCN(C2=C1)C(=O)Cl 1-(Chlorocarbonyl)indoline-6-carboxylic acid methyl ester